3-bromo-4-(difluoromethoxy)-5-(4-(oxetan-3-yl)piperazin-1-yl)benzonitrile BrC=1C=C(C#N)C=C(C1OC(F)F)N1CCN(CC1)C1COC1